(1s,4s)-4-(4-Bromo-6-(2-morpholinoethylamino)-1-oxoisoindolin-2-yl)-N-(3-methoxy-4-methylphenyl)cyclohexanecarboxamide BrC1=C2CN(C(C2=CC(=C1)NCCN1CCOCC1)=O)C1CCC(CC1)C(=O)NC1=CC(=C(C=C1)C)OC